O=C1C(=CC(=NN1COCC[Si](C)(C)C)CCCCC(=O)OCC)C(F)(F)F ethyl 5-(6-oxo-5-(trifluoromethyl)-1-((2-(trimethylsilyl)ethoxy)methyl)-1,6-dihydropyridazin-3-yl)pentanoate